tert-butyl (1-(((2R)-2-(((2-(2,6-dioxopiperidin-3-yl)-1-oxoisoindolin-5-yl)oxy)methyl)piperidin-1-yl)methyl)cyclopentyl)carbamate O=C1NC(CCC1N1C(C2=CC=C(C=C2C1)OC[C@@H]1N(CCCC1)CC1(CCCC1)NC(OC(C)(C)C)=O)=O)=O